2,6-bis[(2,5-dimethyl-4-hydroxyphenyl)methyl]-4-ethylphenol CC1=C(C=C(C(=C1)O)C)CC1=C(C(=CC(=C1)CC)CC1=C(C=C(C(=C1)C)O)C)O